CC(CCCC(=O)O)CCC=C(C)C.CN(S(=O)(=O)N)C1CC2(CN(C2)C=2C3=C(N=CN2)SC=C3C3=CC=CC=C3)C1 N-methyl-N-(2-(5-phenylthieno[2,3-d]pyrimidin-4-yl)-2-azaspiro[3.3]heptane-6-yl)sulfamide 3,7-dimethyloct-6-enyl-acetate